N1=CC(=CC=C1)NC(=O)C=1C=NN2C1C=CC=C2 N-(pyridin-3-yl)pyrazolo[1,5-a]pyridine-3-carboxamide